C(#N)C1=C(C2=C(N(C(N(C2=O)C(C(=O)O)(C)C)=O)CC(OC2CCOCC2)C2=C(C=CC=C2OC)F)S1)C 2-(6-cyano-1-(2-(2-fluoro-6-methoxyphenyl)-2-((tetrahydro-2H-pyran-4-yl)oxy)ethyl)-5-methyl-2,4-dioxo-1,2-dihydrothieno[2,3-d]pyrimidin-3(4H)-yl)-2-methylpropionic acid